Cl.N1=CC=CC2=CC(=CC=C12)N1C=CC2=C(C=CC=C12)C(C)N1CCOCC1 4-(1-(1-(quinolin-6-yl)-1h-indol-4-yl)ethyl)morpholine hydrochloride